(Z)-dodeca-7-en-1-ylacetate C(CCCCC\C=C/CCCC)CC(=O)[O-]